3-chloro-2-(chloromethyl)pyridine ClC=1C(=NC=CC1)CCl